5-Bromo-2-(4-methylpiperidin-1-yl)-3-nitropyridine BrC=1C=C(C(=NC1)N1CCC(CC1)C)[N+](=O)[O-]